[Si](C)(C)(C(C)(C)C)OCC=1C(=C(C(=CC1)OC)S(=O)(=O)Cl)OC ((tert-butyldimethylsilyloxy)methyl)-2,6-dimethoxybenzenesulfonyl chloride